N-[(S)-1-(4-Chloro-phenyl)-ethyl]-3-(3-thiophen-2-ylmethyl-3H-imidazo[4,5-b]pyridin-2-yl)-propionamide ClC1=CC=C(C=C1)[C@H](C)NC(CCC1=NC=2C(=NC=CC2)N1CC=1SC=CC1)=O